COC=1C=CC(=C(C1)B(O)O)O (5-methoxy-2-hydroxyphenyl)boronic acid